1,3-bis-(2-hydroxybenzoyl)benzene OC1=C(C(=O)C2=CC(=CC=C2)C(C2=C(C=CC=C2)O)=O)C=CC=C1